2-(2-isopropylphenyl)-5-(4-(1-methyl-4-(trifluoromethyl)-1H-imidazol-2-yl)benzyl)-[1,2,4]triazolo[1,5-a]pyridine C(C)(C)C1=C(C=CC=C1)C1=NN2C(C=CC=C2CC2=CC=C(C=C2)C=2N(C=C(N2)C(F)(F)F)C)=N1